(2R,3S,5R)-3-(3,4-difluoro-2-methoxyphenyl)-5-methyl-N-(2-sulfamoylpyridin-4-yl)-5-(trifluoromethyl)tetrahydrothiophene-2-carboxamide FC=1C(=C(C=CC1F)[C@H]1[C@@H](S[C@](C1)(C(F)(F)F)C)C(=O)NC1=CC(=NC=C1)S(N)(=O)=O)OC